1-butyl-3-Methyl-imidazole C(CCC)N1CN(C=C1)C